C(C(C)C)N1CCN(C2=CC=CC=C12)C(=O)OC(C)(C)C Tert-butyl 4-isobutyl-3,4-dihydroquinoxaline-1(2H)-carboxylate